9-{(R)-2-[({[(S)-1-(isopropoxycarbonyl)ethyl]amino}phenoxythiophosphoryl)methoxy]propyl}adenine C(C)(C)OC(=O)[C@H](C)NP(=S)(OC1=CC=CC=C1)CO[C@@H](CN1C2=NC=NC(=C2N=C1)N)C